CC(CCCC)C1=CC=C2C=CC=C(C2=C1)C 7-(hexane-2-yl)-1-methylnaphthalene